1-(1,3-Dithian-2-yl)-3-(9-ethyl-9H-carbazol-3-yl)-2-phenylprop-2-en-1-one S1C(SCCC1)C(C(=CC=1C=CC=2N(C3=CC=CC=C3C2C1)CC)C1=CC=CC=C1)=O